C(C)C1=C(N=C(C(=N1)C(=O)N)NC1=CC(=CC=C1)OC)NC1CCOCC1 6-Ethyl-3-((3-methoxyphenyl)amino)-5-((tetrahydro-2H-pyran-4-yl)amino)pyrazine-2-carboxamide